C(C1=CC=CC=C1)N1CC2(CN(C2)C(=O)OC(C)(C)C)C(C1)C(=O)OCC 2-(tert-butyl) 8-ethyl 6-benzyl-2,6-diazaspiro[3.4]octane-2,8-dicarboxylate